C(=C)C1=CC=C(CN(C)C)C=C1 N-(4-vinylbenzyl)-N,N-DIMETHYLAMINE